ClC1=CC=CC=2C(=N[C@@H](C(NC21)=O)NC(C(C(C(=O)N)CCC(F)(F)F)CCC(F)(F)F)=O)C2=C(C=CC=C2)C N-((3S)-9-chloro-5-(2-methylphenyl)-2-oxo-2,3-dihydro-1H-1,4-benzodiazepin-3-yl)-2,3-bis(3,3,3-trifluoropropyl)succinamide